CC=1N=NN(N1)[C@H](C1CCNCC1)C1=CC=CC=C1 |r| 4-[(R/S)-(5-methyltetrazol-2-yl)-phenyl-methyl]piperidine